FC(C1=C(C=C(C=C1)C(F)(F)F)B(O)O)(F)F 2,5-BIS(TRIFLUOROMETHYL)BENZENEBORONIC ACID